S1C=NC2=C1C=C(C=C2)\C=C/2\C(N(C(N2)=S)C)=O (5Z)-5-(1,3-benzothiazol-6-ylmethylene)-3-methyl-2-thioxo-imidazolidin-4-one